Azocytosine ethyl-4-(3-(dimethylamino)propoxy)-2-methylthiazole-5-carboxylate C(C)S1C(=NC(=C1C(=O)O)OCCCN(C)C)C.N(=NNC1=NC(NC=C1)=O)NC1=NC(NC=C1)=O